C(CC(=O)[O-])(=O)OCC1=CC(=C(C(=C1)C(C)(C)C)O)C(C)(C)C ((4-hydroxy-3,5-di-tert-butyl-phenyl) methyl) malonate